FC1CC(N(C1)C(CN1C(NC2=C1C=CC=C2)=O)=O)C(=O)NC(C2=CC=CC=C2)C2=CC(=C(C=C2)C2(CC2)C)F 4-fluoro-N-{[3-fluoro-4-(1-methylcyclopropyl)phenyl](phenyl)methyl}-1-[2-(2-oxo-2,3-dihydro-1H-1,3-benzodiazol-1-yl)acetyl]pyrrolidine-2-carboxamide